OC1=C(C(OC12CCC(CC2)OC2CCN(CC2)CCOCCOCCOCCOCCOCC(=O)O)=O)C2=C(C=C(C=C2C)C)C 17-(4-(((5r,8r)-4-hydroxy-3-mesityl-2-oxo-1-oxaspiro[4.5]dec-3-en-8-yl)oxy)piperidin-1-yl)-3,6,9,12,15-pentaoxaheptadecanoic acid